N-methyl-N-(2-(5-(methylthio)-1H-indol-3-yl)ethyl)propan-2-amine CN(C(C)C)CCC1=CNC2=CC=C(C=C12)SC